histamin acetate C(C)(=O)O.NCCC1=CNC=N1